1-(3-((4-((5-chloro-4-(5-(cyclopropylmethyl)-1-methyl-1H-pyrazol-4-yl)pyrimidin-2-yl)amino)piperidin-1-yl)methyl)phenyl)dihydropyrimidine-2,4(1H,3H)-dione ClC=1C(=NC(=NC1)NC1CCN(CC1)CC=1C=C(C=CC1)N1C(NC(CC1)=O)=O)C=1C=NN(C1CC1CC1)C